CC1=C(C=C(C=C1)NC(=O)C1CNC2=CC=CC=C2C1)C(F)(F)F N-(4-methyl-3-(trifluoromethyl)phenyl)-1,2,3,4-tetrahydroquinoline-3-carboxamide